N-[4-(naphthalen-1-yl)phenyl]-N-(4-{8-oxatricyclo[7.4.0.02,7]trideca-1(13),2,4,6,9,11-hexaen-6-yl}phenyl)-4'-{9,9'-spirobi[fluoren]-8-yl}-[1,1'-biphenyl]-4-amin C1(=CC=CC2=CC=CC=C12)C1=CC=C(C=C1)N(C1=CC=C(C=C1)C1=CC=C(C=C1)C=1C=CC=C2C=3C=CC=CC3C3(C12)C1=CC=CC=C1C=1C=CC=CC13)C1=CC=C(C=C1)C=1C=CC=C3C2=CC=CC=C2OC13